1,1'-(butane-1,4-diyl)bis(4-(tert-butyl)pyridin-1-ium) dihydride [H-].[H-].C(CCC[N+]1=CC=C(C=C1)C(C)(C)C)[N+]1=CC=C(C=C1)C(C)(C)C